COC=1C=C(C=CC1)C=1C=C(C=CC1)NC(=O)N1CCC(=CC1)C1=NC=NC=2NC=3CCCC3C12 N-[3-(3-Methoxyphenyl)phenyl]-4-(7,9,11-triazatricyclo[6.4.0.02,6]dodeca-1(8),2(6),9,11-tetraen-12-yl)-3,6-dihydropyridine-1(2H)-carboxamide